C(OCCCCCCCCCC)(OC1=C(C=CC=C1)CCCC)=O decyl (butylphenyl) carbonate